5-(2,6-Difluorophenoxy)-1-(4-((4-fluorophenyl)sulfonyl)-2-methylpiperazin-1-yl)-2,2-dimethylpentan-1-one FC1=C(OCCCC(C(=O)N2C(CN(CC2)S(=O)(=O)C2=CC=C(C=C2)F)C)(C)C)C(=CC=C1)F